3-(6-(3-cyanophenyl)pyridin-3-yl)-1H-1,2,4-triazole-3,5-diamine C(#N)C=1C=C(C=CC1)C1=CC=C(C=N1)C1(NNC(=N1)N)N